5-chloro-2-{[(3,3-difluoro-2-hydroxypropyl)amino]methyl}-7,8-dihydro-6H-spiro[[1,3]oxazolo[5,4-f]quinazoline-9,1'-cyclohexan]-7-one ClC=1C=C2C(=C3C1NC(NC31CCCCC1)=O)OC(=N2)CNCC(C(F)F)O